C=1SC=C2C1CCC(C2)=O 6,7-dihydro-4H-2-benzothiophen-5-one